ClC=1C=C(C=C2C=C(N=CC12)NC(=O)[C@H]1[C@@H](C1)C#N)C=1C=NN(C1)[C@@H]1OCCCC1 |&1:24| (±)-trans-N-[8-chloro-6-(1-tetrahydropyran-2-ylpyrazol-4-yl)-3-isoquinolyl]-2-cyano-cyclopropanecarboxamide